phosphono-glycolic acid P(=O)(O)(O)OCC(=O)O